Dimethyl(1-diazo-2-oxopropyl)phosphonate COP(OC)(=O)C(C(C)=O)=[N+]=[N-]